C(C)(=O)NC1CC=C(CC1)C1=C(N(C=2N=CN=C(C21)N)C)C2=CC=C(C=C2)NC(C=C)=O N-(4-(5-(4-acetamidocyclohex-1-enyl)-4-amino-7-methyl-7H-pyrrolo[2,3-d]pyrimidin-6-yl)phenyl)acrylamide